FC(C=1C=C(CC(CN)N)C=CC1)(F)F (3-(trifluoromethyl)benzyl)ethane-1,2-diamine